4-((R)-1-(5-fluoropyridin-2-yl)ethoxy)-6-(1-((S)-1-((S)-2-hydroxypropanoyl)-piperidin-3-yl)-5-methyl-1H-pyrazol-4-yl)pyrazolo[1,5-a]pyridine-3-carbonitrile FC=1C=CC(=NC1)[C@@H](C)OC=1C=2N(C=C(C1)C=1C=NN(C1C)[C@@H]1CN(CCC1)C([C@H](C)O)=O)N=CC2C#N